1-[Bis(dimethylamino)methylen]-1H-1,2,3-triazolo[4,5-b]pyridinium-3-oxid CN(C)C(=[N+]1N=[N+](C2=NC=CC=C21)[O-])N(C)C